COC(=O)C=1C=C(C=CC1)S(=O)(=O)C=1C=NC=C(C(=O)OC(C)(C)C)C1 tert-butyl 5-((3-(methoxycarbonyl)phenyl)sulfonyl)nicotinate